triaminoboroxine NB1OB(OB(O1)N)N